C1(CC1)N1C=C(C2=C1C=NN(C2=O)CC(=O)N[C@@H](C)C2=C(C=C(C=C2)C)C)C (S)-2-(1-Cyclopropyl-3-methyl-4-oxo-1,4-dihydro-5H-pyrrolo[2,3-d]pyridazin-5-yl)-N-(1-(2,4-dimethylphenyl)ethyl)acetamid